C(C)OC(CC1=CC(=CC=C1)OCC)=O (3-ethoxyphenyl)acetic acid ethyl ester